CC(CC(=O)O)CC(CC)C 3,5-dimethylheptanoic acid